1-(3,4-difluorophenyl)-9-(2-(2-hydroxypropan-2-yl)-6-(trifluoromethyl)pyrimidin-4-yl)-1,9-diazaspiro[5.5]undecan-2-one FC=1C=C(C=CC1F)N1C(CCCC12CCN(CC2)C2=NC(=NC(=C2)C(F)(F)F)C(C)(C)O)=O